methyl 7-[2-(2-bromanylethoxy)-5-chloranyl-phenyl]-5-methyl-thieno[3,2-b]pyridine-3-carboxylate BrCCOC1=C(C=C(C=C1)Cl)C1=C2C(=NC(=C1)C)C(=CS2)C(=O)OC